1-(5-ethyl-1-methyl-1H-pyrazol-3-yl)-3-(oxazolidin-4-yl)propan-1-one C(C)C1=CC(=NN1C)C(CCC1NCOC1)=O